Cl.OCCS(=O)(=O)NC1=CC(=C(C(=O)NC2=NC(=CC=C2)N2C[C@H](OCC2)C)C=C1)N1CCC2(CC2)CC1 (R)-4-((2-Hydroxyethyl)sulfonamido)-N-(6-(2-methylmorpholino)pyridin-2-yl)-2-(6-azaspiro[2.5]octan-6-yl)benzamide hydrochloride